C[C@@H](C(=O)O)NC(=O)[C@H](C(C)C)NC(=O)[C@H](CC(C)C)NC(=O)[C@H](CC(=O)N)NC(=O)[C@H](CCCCN)NC(=O)CNC(=O)[C@H](CC1=CNC2=CC=CC=C21)NC(=O)[C@H](C(C)O)NC(=O)[C@H](CCCCN)N The molecule is an oligopeptide composed of L-lysine, L-threonine, L-tryptophan, glycine, L-asparagine, L-leucine, L-valine and L-alanine joined in sequence by peptide linkages; synthetic variant K9A of the yellow fever specific peptide epitope K9F.